ClC1=CC=C(C=C1)C1=CC=C(C=C1)C1=CC2=C(N=CN(C2=O)C(CO)C)C(=N1)C=1C=NC=CC1 6-(4'-chloro-[1,1'-biphenyl]-4-yl)-3-(1-hydroxy-prop-2-yl)-8-(pyridin-3-yl)pyrido[3,4-d]pyrimidin-4(3H)-one